C(C)(C)(C)OC(=O)N1C[C@H](N(CC1)C(=O)N1CC(C(CC1)CN1C(C=C(C=C1)C1=CC=CC=C1)=O)(C)C)C1=CC=CC=C1 (3R)-4-(3,3-dimethyl-4-((2-oxo-4-phenylpyridine-1(2H)-yl)methyl)piperidine-1-carbonyl)-3-phenylpiperazine-1-carboxylic acid tert-butyl ester